(S)-N-(4-(1-acetyl-2-methyl-1,2,3,4-tetrahydroquinolin-6-yl)benzyl)-2-(2-aminopyrimidin-5-yl)-N,7-dimethyl-4-morpholinothieno[3,2-d]pyrimidine-6-carboxamide C(C)(=O)N1[C@H](CCC2=CC(=CC=C12)C1=CC=C(CN(C(=O)C2=C(C=3N=C(N=C(C3S2)N2CCOCC2)C=2C=NC(=NC2)N)C)C)C=C1)C